C(N)(OC[C@@]1(C(CCCC1)=O)C1=C(C=CC=C1)Cl)=O (S)-1-(2-chlorophenyl)-2-oxocyclohexylmethyl carbamate